(4S)-4-(2,3-dichloro-6-hydroxyphenyl)-1-(1-methylpyrazol-4-yl)pyrrolidin-2-one ClC1=C(C(=CC=C1Cl)O)[C@@H]1CC(N(C1)C=1C=NN(C1)C)=O